CCCCCCC(=CCC)OS(=O)(=O)C(F)(F)F.C(C)(C)[Si](O[C@H]1[C@@H](CCCC1)I)(C(C)C)C(C)C triisopropyl-(((1r,2r)-2-iodocyclohexyl)oxy)silane Dec-7-en-7-yl-trifluoromethanesulfonate